5-bromo-2-oxo-1-(2,2,2-trifluoroethyl)-1,2-dihydropyridine-3-carboxylic acid BrC=1C=C(C(N(C1)CC(F)(F)F)=O)C(=O)O